FC(CCN)F 3,3-difluoropropane-1-amine